O=C1OC2=C(CN1)C=C(C=C2)S(=O)(=O)Cl 2-oxo-3,4-dihydro-2H-benzo[e][1,3]oxazine-6-sulfonyl chloride